ethyl 2-((2-((3-chloro-4-methoxyphenyl) amino)-2-oxoethyl) thio)-1H-imidazole-4-carboxylate ClC=1C=C(C=CC1OC)NC(CSC=1NC=C(N1)C(=O)OCC)=O